C(N)(O[C@@H]1[C@@H](CC2=CC(=CC(=C12)Cl)Cl)O)=O (1S,2R)-5,7-dichloro-2-hydroxy-2,3-dihydro-1H-inden-1-yl carbamate